(E)-5-methyl-1-(4-phenoxyphenyl)hex-2-en-1-one CC(C/C=C/C(=O)C1=CC=C(C=C1)OC1=CC=CC=C1)C